N1C(=NC=C1)N1CCN(CC1)C1=NC=CC(=N1)C1=NC=CC(=N1)C#CC=1C=C2C=NNC2=CC1 5-((2'-(4-(1H-Imidazol-2-yl)piperazin-1-yl)-[2,4'-bipyrimidin]-4-yl)ethynyl)-1H-indazole